tert-butyl 4-[(1S)-1-(5-chloro-2-pyridyl)-3,3,3-trifluoro-propyl]-4-hydroxy-piperidine-1-carboxylate ClC=1C=CC(=NC1)[C@H](CC(F)(F)F)C1(CCN(CC1)C(=O)OC(C)(C)C)O